N-[(3R,4R)-5-Fluoro-3-hydroxy-3,4-dihydro-2H-1-benzopyran-4-yl]-6-{1H-pyrrolo[2,3-b]pyridin-4-yl}pyridine-3-carboxamide FC1=CC=CC2=C1[C@H]([C@H](CO2)O)NC(=O)C=2C=NC(=CC2)C2=C1C(=NC=C2)NC=C1